1,3,6-tris(α-hydroxyisopropyl)naphthalene OC(C)(C)C1=CC(=CC2=CC(=CC=C12)C(C)(C)O)C(C)(C)O